FC=1C=CC(=C(CSC2=NN=C3N2C(=CC(N3)=O)CCC)C1)OC 3-[(5-fluoro-2-methoxybenzyl)sulfanyl]-5-propyl[1,2,4]triazolo[4,3-a]pyrimidin-7(8H)-one